2-amino-5-bromo-6-fluoro-1H-indole-3-carbonitrile NC=1NC2=CC(=C(C=C2C1C#N)Br)F